OC1=C(C(=O)N(CCC)C=2C=C3C(=NC2)N(C=C3)C)C=C(C(=C1)O)C(C)C 2,4-dihydroxy-5-isopropyl-N-(1-methyl-1H-pyrrolo[2,3-b]pyridin-5-yl)-N-propylbenzamide